3-(4-(bromomethyl)phenyl)-1-methyl-5-(trifluoromethyl)-1H-1,2,4-triazole BrCC1=CC=C(C=C1)C1=NN(C(=N1)C(F)(F)F)C